COC=1C=CC(=C(C1)O)C=1C=2N(C(=NN1)N[C@H]1CN(CCC1)C)N=CC2 5-methoxy-2-(7-{[(3R)-1-methylpiperidin-3-yl]amino}pyrazolo[1,5-d][1,2,4]triazin-4-yl)phenol